FC(C(=O)O)(F)F.ClC1=C(C=CC=C1[C@@]1(CC(N(C(N1)=N)[C@H]1C[C@H](C(CC1)(F)F)O)=O)C)C1=CC(=CC=C1)Cl |o1:21,23| (S)-6-[2,3'-Dichloro(1,1'-biphenyl)-3-yl]-3-[(1R*,3R*)-4,4-difluoro-3-hydroxycyclohexyl]-2-imino-6-methyltetrahydropyrimidin-4(1H)-one trifluoroacetic acid salt